tert-Butyl (2R,3S)-3-((6-(cyclopropylcarbamoyl)pyridin-3-yl)oxy)-2-methylazetidine-1-carboxylate C1(CC1)NC(=O)C1=CC=C(C=N1)O[C@@H]1[C@H](N(C1)C(=O)OC(C)(C)C)C